COC1=C(C=CC=C1)C1(CC1)C(C(=O)OCC)=O Ethyl 2-(1-(2-methoxyphenyl) cyclopropyl)-2-oxoacetate